ClC1=C(C(=O)NCC(C2=C(N=CS2)C(F)F)N2CCC(CC2)OC=2C(=NC=CC2)C#N)C(=CC=C1)F 2-Chloro-N-(2-{4-[(2-cyanopyridin-3-yl)oxy]piperidin-1-yl}-2-[4-(difluoromethyl)-1,3-thiazol-5-yl]ethyl)-6-fluorobenzamide